tert-butyl((E)-4,4-diethyl-1-(7-(((3S,4R)-3-hydroxy-3-methylchroman-4-yl)carbamoyl)-1,2,3,4-tetrahydronaphthalen-1-yl)-6-oxotetrahydropyrimidin-2(1H)-ylidene)carbamate C(C)(C)(C)OC(/N=C\1/N(C(CC(N1)(CC)CC)=O)C1CCCC2=CC=C(C=C12)C(N[C@H]1[C@](COC2=CC=CC=C12)(C)O)=O)=O